C1N(CCC2=CC=CC=C12)C[C@H](CN1C(C2=CC=C(C=C2CC1)NC(=O)C1=CC=NC=C1)=O)O N-[2-[(2R)-3-(3,4-Dihydro-1H-isochinolin-2-yl)-2-hydroxy-propyl]-1-oxo-3,4-dihydroisochinolin-6-yl]pyridin-4-carboxamid